4-(((((3S,5R,8R,9S,10S,13R,14S,17R)-14-hydroxy-10,13-dimethyl-17-(5-oxo-2,5-dihydrofuran-3-yl)hexadecahydro-1H-cyclopenta[a]phenanthren-3-yl)oxy)carbonyl)amino)butanoic acid O[C@]12[C@@H]3CC[C@@H]4C[C@H](CC[C@@]4([C@H]3CC[C@@]2([C@H](CC1)C=1COC(C1)=O)C)C)OC(=O)NCCCC(=O)O